Cl.C[C@@H]1NC[C@@H]1CS(=O)(=O)C (2S,3S)-2-methyl-3-((methylsulfonyl)methyl)azetidine hydrochloride